5-(3-(ethoxycarbonyl)phenoxy)-1H-indole-1-carboxylic acid tert-butyl ester C(C)(C)(C)OC(=O)N1C=CC2=CC(=CC=C12)OC1=CC(=CC=C1)C(=O)OCC